(2S)-methyl 2-(((benzyloxy)carbonyl)amino)-2-methyl-3-(2-oxopyrrolidin-3-yl)propanoate C(C1=CC=CC=C1)OC(=O)N[C@](C(=O)OC)(CC1C(NCC1)=O)C